(S)-N-(3-(4,4-Difluoropiperidin-1-yl)-5-methylphenyl)-6-(1,2-dihydroxypropan-2-yl)-2-(6-azaspiro[2.5]octan-6-yl)nicotinamide FC1(CCN(CC1)C=1C=C(C=C(C1)C)NC(C1=C(N=C(C=C1)[C@](CO)(C)O)N1CCC2(CC2)CC1)=O)F